BrC(N1C(=NC=C1)C(Br)(Br)Br)(Br)Br 1,2-bis[tribromomethyl]imidazole